FC1=CC=C(CNC2CCN(CC2)C)C=C1 (4-fluoro-benzyl)-(1-methyl-piperidin-4-yl)-amine